(2S)-2-[[(2S)-2-amino-3-[5-[bis(2-chloroethyl)amino]-1-methyl-benzimidazol-2-yl]propionyl]amino]-4-methyl-pentanoic acid N[C@H](C(=O)N[C@H](C(=O)O)CC(C)C)CC1=NC2=C(N1C)C=CC(=C2)N(CCCl)CCCl